2-[[phenylhydroxyphosphinyl]methyl]pentanedioic acid C1(=CC=CC=C1)P(=O)(O)CC(C(=O)O)CCC(=O)O